1-{1,4-Dioxospiro[4.5]dec-8-yl}-3-[3-(2-methoxyethoxy)propoxy]-1H-pyrazole-4-carboxylic acid O=C1CCC(C12CCC(CC2)N2N=C(C(=C2)C(=O)O)OCCCOCCOC)=O